CC1(C(OC(O1)=C)=O)C 5,5-dimethyl-2-methylene-1,3-dioxolan-4-one